(2S)-2-(2-oxo-5-propyl-1,3-thiazol-3(2H)-yl)butanamide O=C1SC(=CN1[C@H](C(=O)N)CC)CCC